N1=CC=C(C=C1)C(C)(C)N 2-(pyridin-4-yl)propan-2-amine